iodotryptophan IN[C@@H](CC1=CNC2=CC=CC=C12)C(=O)O